(-)-12-amino-3-chloro-9-ethyl-6,7,10,11-tetrahydro-7,11-methanocycloocta[b]quinoline hydrochloride Cl.NC1=C2C(=NC3=CC(=CC=C13)Cl)CC1C=C(CC2C1)CC